Cl.N(=[N+]=[N-])CCCC(=O)O mono-(4'-azidobutyrate) hydrochloride